C[C@@]1(C(CCC1)C)N1CCCCC1 |o1:1| 1-((R or S)-1,2-dimethylcyclopentyl)piperidin